FC1=C(CC2(CCN(CC2)C2=CC=C(C=N2)C=2C=3N(C=C(C2)OCC(C)(C)O)N=CC3C#N)O)C=CC=C1 4-(6-(4-(2-fluorobenzyl)-4-hydroxypiperidin-1-yl)pyridin-3-yl)-6-(2-hydroxy-2-methylpropoxy)pyrazolo[1,5-a]pyridine-3-carbonitrile